C(C)OC(CC=1C(=NC=CC1)C(=O)O)=O (2-ethoxy-2-oxoethyl)pyridine-2-carboxylic acid